3-(2-benzimidazolyl)-7-(di-n-pentylamino)coumarin N1=C(NC2=C1C=CC=C2)C=2C(OC1=CC(=CC=C1C2)N(CCCCC)CCCCC)=O